(Z)-4-((4-(tert-butyl)benzyl)thio)-3-(3-(2-chlorophenyl)-1-methyl-1H-1,2,4-triazol-5-yl)-N'-hydroxybenzamidine C(C)(C)(C)C1=CC=C(CSC2=C(C=C(/C(=N/O)/N)C=C2)C2=NC(=NN2C)C2=C(C=CC=C2)Cl)C=C1